3-methyl-1-((2-(3-(3-((4-methyl-4H-1,2,4-triazol-3-yl)methyl)oxetan-3-yl)phenyl)-3-oxo-7-(trifluoromethyl)isoindolin-5-yl)methyl)azetidine-3-carbonitrile CC1(CN(C1)CC=1C=C2C(N(CC2=C(C1)C(F)(F)F)C1=CC(=CC=C1)C1(COC1)CC1=NN=CN1C)=O)C#N